[I-](I)I.C(CCC)[PH+](CCCC)CCCC tributyl-phosphonium triiodide